O=C1NC(CCC1N1C(C2=CC=CC(=C2C1=O)NCCCCCCNC(OC(C)(C)C)=O)=O)=O tert-butyl (6-((2-(2,6-dioxopiperidin-3-yl)-1,3-dioxoisoindolin-4-yl)amino)hexyl)carbamate